ClC1=CC(=C(C=C1)C1=CC(=NC(=C1)NCC)N1C(C2=CC=CC(=C2C1)C(F)(F)F)=O)C1=NN=CN1C 2-(4-(4-Chloro-2-(4-methyl-4H-1,2,4-triazol-3-yl)phenyl)-6-(ethylamino)pyridin-2-yl)-4-(trifluoromethyl)isoindolin-1-one